BrC=1C(C(=CN(C1)CC=C)C#N)=O 5-bromo-4-oxo-1-(prop-2-en-1-yl)-1,4-dihydropyridine-3-carbonitrile